[Ni](Cl)Cl.C(C)(C)(C)P(C(C)(C)C)C(C)(C)C.C(C)(C)(C)P(C(C)(C)C)C(C)(C)C bis(tri-t-butylphosphine) nickel (II) dichloride